NC(C)C=1C=NN(C1)C1CCN(CC1)C(=O)OC(C)(C)C tert-butyl 4-[4-(1-aminoethyl)pyrazol-1-yl]piperidine-1-carboxylate